N-[(1R)-1-(6-Amino-2-pyridyl)ethyl]-5-[4-(trifluoromethyl)phenoxy]naphthalene-2-carboxamide NC1=CC=CC(=N1)[C@@H](C)NC(=O)C1=CC2=CC=CC(=C2C=C1)OC1=CC=C(C=C1)C(F)(F)F